(R)-3-(1-((7-methoxy-6-(4-methoxypiperidine-1-yl)-2-methylquinazolin-4-yl)amino)ethyl)-2-methylbenzonitrile COC1=C(C=C2C(=NC(=NC2=C1)C)N[C@H](C)C=1C(=C(C#N)C=CC1)C)N1CCC(CC1)OC